C(=O)(OCC1C2=CC=CC=C2C2=CC=CC=C12)C(C(=O)O)OCCOCCN Fmoc-[2-(2-aminoethoxy)ethoxy]acetic acid